FC(C1=CC(=NO1)OC1CC(CC1)NC(OC(C)(C)C)=O)(F)F tert-butyl (3-((5-(trifluoromethyl)isoxazol-3-yl)oxy) cyclopentyl)carbamate